2-[[(3aR,5r,6aR)-3,3a,4,5,6,6a-hexahydro-1H-cyclopenta[c]furan-5-yl]oxy]-2-(2-methoxyphenyl)acetic acid C1OC[C@H]2[C@H]1CC(C2)OC(C(=O)O)C2=C(C=CC=C2)OC